ClCCCS(=O)(=O)N(C)[C@H](C)C1=NN(C(=C1C=1C=CC=C2C(=C(NC12)C(=O)OCC)CCCOC1=CC=CC2=CC=CC=C12)CC)C |r| (rac)-Ethyl 7-(3-(1-(3-chloro-N-methylpropylsulfonamido)ethyl)-5-ethyl-1-methyl-1H-pyrazol-4-yl)-3-(3-(naphthalen-1-yloxy)propyl)-1H-indole-2-carboxylate